S(=O)(=O)([O-])[O-].[Na+].[Na+] natrium sulphate